6-(2-(trifluoromethoxy)benzylamino)-9-β-D-arabinofuranosylpurine FC(OC1=C(CNC2=C3N=CN(C3=NC=N2)[C@H]2[C@@H](O)[C@H](O)[C@H](O2)CO)C=CC=C1)(F)F